FC1=C(C=C(C(=C1)N1C[C@H](N([C@H](C1)C)C)C)NC(C1=C(C=C(C=C1)F)C(F)(F)F)=O)C=1CCN(CC1)C(=O)OC(C)(C)C tert-butyl 4-(2-fluoro-5-(4-fluoro-2-(trifluoromethyl)benzamido)-4-((3R,5S)-3,4,5-trimethylpiperazin-1-yl)phenyl)-3,6-dihydropyridine-1(2H)-carboxylate